4-(difluoromethyl)-5-[4-[(3R)-3-methylmorpholin-4-yl]-6-[(1S,4S)-2-oxa-5-azabicyclo[2.2.1]heptan-5-yl]-1,3,5-triazin-2-yl]pyridin-2-amine FC(C1=CC(=NC=C1C1=NC(=NC(=N1)N1[C@@H](COCC1)C)N1[C@@H]2CO[C@H](C1)C2)N)F